C(#C)C1(N(CC1)C(=O)OC(C)(C)C)C tert-butyl 2-ethynyl-2-methylazetidine-1-carboxylate